4-{(S)-2-[(S)-2-(ethoxycarbonylamino)-3-phenylpropionylamino]-2-(4-ethylthiazol-2-yl)ethyl}phenylaminosulfonic acid C(C)OC(=O)N[C@H](C(=O)N[C@@H](CC1=CC=C(C=C1)NS(=O)(=O)O)C=1SC=C(N1)CC)CC1=CC=CC=C1